methyl 3-bromo-6-[(1R)-1-methylbut-3-enoxy]-5-(trifluoromethyl)pyridine-2-carboxylate BrC=1C(=NC(=C(C1)C(F)(F)F)O[C@@H](CC=C)C)C(=O)OC